C(C)(C)(C)OC(=O)N1CC(OCC1(C)C)C(=O)O 4-[(tert-butoxy)carbonyl]-5,5-dimethylmorpholine-2-carboxylic acid